(1-((1r,4r)-4-(chlorosulfonyl)cyclohexyl)-2-methylpropan-2-yl)carbamic acid tert-butyl ester C(C)(C)(C)OC(NC(CC1CCC(CC1)S(=O)(=O)Cl)(C)C)=O